C(#N)C1(CC1)CNC(=O)N1CC2(CC2)[C@@H]([C@@H]1CC=1C(=C(C=CC1)C1=CC=CC=C1)F)NS(=O)(=O)CF (6S,7S)-N-((1-cyanocyclopropyl)methyl)-6-((2-fluoro-[1,1'-biphenyl]-3-yl)methyl)-7-((fluoromethyl)sulfonamido)-5-azaspiro[2.4]heptane-5-carboxamide